C(C=C)N1N(C2=NC(=NC=C2C1=O)NC1=CC=C(C=C1)N1CCN(CC1)C)C=1C=C2[C@](CCC2=C(C1)F)(C)O |r| rac-2-allyl-1-(7-fluoro-3-hydroxy-3-methyl-2,3-dihydro-1H-inden-5-yl)-6-((4-(4-methylpiperazin-1-yl)phenyl)amino)-1,2-dihydro-3H-pyrazolo[3,4-d]Pyrimidin-3-one